(9-methyl-2-(4-(trifluoromethoxy)phenyl)-9H-purin-6-yl)methylamine CN1C2=NC(=NC(=C2N=C1)CN)C1=CC=C(C=C1)OC(F)(F)F